3-(6-methyl-5-((methylsulfonyl)methyl)pyridin-3-yl)-5-(trifluoromethyl)-1,2,4-oxadiazole CC1=C(C=C(C=N1)C1=NOC(=N1)C(F)(F)F)CS(=O)(=O)C